tert-butoxycarbonyl-3-benzoyl-5-fluoro-2-methylindole C(C)(C)(C)OC(=O)C1=C2C(=C(NC2=CC=C1F)C)C(C1=CC=CC=C1)=O